NC1=C(C(=O)OCC)C=C(C=C1SSC1=C(C(=CC(=C1)OCC)C(=O)OCC)N)OCC ethyl 2-amino-3-[(2-amino-5-ethoxy-3-ethoxycarbonyl-phenyl) disulfanyl]-5-ethoxy-benzoate